1-(6-Chlorohexyl)-4-vinylbenzol ClCCCCCCC1=CC=C(C=C1)C=C